N-{5-[4-(hydroxymethyl)phenyl]-1-trityl-1H-indazol-3-yl}-1-methylpiperidine-4-carboxamide OCC1=CC=C(C=C1)C=1C=C2C(=NN(C2=CC1)C(C1=CC=CC=C1)(C1=CC=CC=C1)C1=CC=CC=C1)NC(=O)C1CCN(CC1)C